C(=O)(O)CC1CCC(CC1)CC(=O)O 1,4-bis(carboxymethyl)cyclohexane